O[C@@H](CNC(O[C@@H]1CC[C@H](CC1)C(N(C[C@@H]1CC[C@H](CC1)C1=CC(=C(C=C1)OC)C)C1=CC(=CC=C1)C=1C=NN(C1)C1CC1)=O)=O)CO trans-4-((3-(1-Cyclopropyl-1H-pyrazol-4-yl)phenyl)((trans-4-(4-methoxy-3-methylphenyl)cyclohexyl)methyl)carbamoyl)-cyclohexyl ((S)-2,3-dihydroxypropyl)carbamate